4-(4-(benzo[d]thiazol-5-ylamino)thieno[2,3-b]pyridin-2-yl)-8-oxa-1-azaspiro[4.5]dec-3-ene-1-carboxylic acid benzyl ester C(C1=CC=CC=C1)OC(=O)N1CC=C(C12CCOCC2)C2=CC=1C(=NC=CC1NC=1C=CC3=C(N=CS3)C1)S2